[(1S,2R)-2-[[4-[6-(3,5-dimethylisoxazol-4-yl)-1H-pyrrolo[2,3-b]pyridin-3-yl]-5-(trifluoromethyl)pyrimidin-2-yl]amino]cyclopentyl] methanesulfonate CS(=O)(=O)O[C@@H]1[C@@H](CCC1)NC1=NC=C(C(=N1)C1=CNC2=NC(=CC=C21)C=2C(=NOC2C)C)C(F)(F)F